FC1=C(C(=C(C=C1OC)OC)F)N1CC2=CN=C(C=C2C2(C1=O)CC2)C=2C(=NN(C2)C2CN(CC2)C)C 2'-(2,6-difluoro-3,5-dimethoxyphenyl)-6'-(3-methyl-1-(1-methylpyrrolidin-3-yl)-1H-pyrazol-4-yl)-1'H-spiro[cyclopropane-1,4'-[2,7]naphthyridine]-3'(2'H)-one